ClC1=CC=C2C(=CNC2=C1N1N=CC=N1)S(=O)(=O)NC1=NC(=C(C(=N1)OC)C)OC 6-chloro-N-(4,6-dimethoxy-5-methyl-pyrimidin-2-yl)-7-(triazol-2-yl)-1H-indole-3-sulfonamide